NC(CN1CCC(CC1)C=1C=C2C(=C(N(C2=CC1)C(=O)OC[C@H]1NCCC1)C=1C(=C(C=2N(C1)N=CN2)C)C)C(C)C)=O (S)-Pyrrolidin-2-ylmethyl 5-(1-(2-amino-2-oxoethyl)piperidin-4-yl)-2-(7,8-dimethyl-[1,2,4]triazolo[1,5-a]pyridin-6-yl)-3-isopropyl-1H-indole-1-carboxylate